C1(CCCCC1)NCCS(=O)(=O)O 2-(cyclohexylamino)-1-ethanesulfonic acid